N-(1-(5-(3-cyano-6-(2-(pyrrolidin-1-yl)ethoxy)pyrazolo[1,5-a]pyridin-4-yl)pyridin-2-yl)-4-methylpiperidin-4-yl)benzamide C(#N)C=1C=NN2C1C(=CC(=C2)OCCN2CCCC2)C=2C=CC(=NC2)N2CCC(CC2)(C)NC(C2=CC=CC=C2)=O